Methyl-3,3-difluoropropanoat COC(CC(F)F)=O